5-methoxy-2-(4,4,5,5-tetramethyl-1,3,2-dioxaborolan-2-yl)phenol COC=1C=CC(=C(C1)O)B1OC(C(O1)(C)C)(C)C